CN1CCN2C=3C(=CC=CC13)[C@H]1[C@@H]2CCN(C1)C(=O)OCC ethyl (6bR,10aS)-3-methyl-2,3,6b,9,10,10a-hexahydro-1H-pyrido[3',4':4,5]pyrrolo[1,2,3-de]quinoxaline-8(7H)-carboxylate